FC(C=1C=CC(=NC1)S(=O)(=O)Cl)(F)F 5-(trifluoromethyl)pyridine-2-sulfonyl chloride